3-(3-aminopropyl)aminopropyl-triethoxysilane NCCCNCCC[Si](OCC)(OCC)OCC